2,3-dimethyl-4-nitropyridine 1-oxide CC1=[N+](C=CC(=C1C)[N+](=O)[O-])[O-]